C(=O)(O)C(C(C(C(=O)O)=C)C)C(=O)O 1,3-dicarboxy-2-methyl-methylenecarboxypropane